N-[(1S)-1-(dicyclopropylmethyl)-2-[[6-fluoro-5-[5-fluoro-4-(trifluoromethyl)-3-pyridyl]-2-pyridyl]amino]-2-oxo-ethyl]-2-isopropyl-pyrazole-3-carboxamide C1(CC1)C([C@@H](C(=O)NC1=NC(=C(C=C1)C=1C=NC=C(C1C(F)(F)F)F)F)NC(=O)C=1N(N=CC1)C(C)C)C1CC1